N1N=CC(=C1)C=1C=NC2=CC=C(C=C2N1)N(CCNC(C)C)C1=CC(=CC(=C1)C)C N1-(3-(1H-pyrazol-4-yl)quinoxalin-6-yl)-N1-(3,5-dimethylphenyl)-N2-isopropylethane-1,2-diamine